4,4'-Methylenebis(N,N-dimethylaniline) C(C1=CC=C(N(C)C)C=C1)C1=CC=C(N(C)C)C=C1